5-chloro-1-({3-[(2s)-2-(4-chlorophenyl)-2-hydroxyethyl]-1,2,4-oxadiazol-5-yl}methyl)-6-oxopyrimidine-4-carboxamide ClC1=C(N=CN(C1=O)CC1=NC(=NO1)C[C@H](O)C1=CC=C(C=C1)Cl)C(=O)N